(2H9)Butan-1-amine C(C(C(C([2H])([2H])[2H])([2H])[2H])([2H])[2H])(N)([2H])[2H]